palladium (II) bis(2-(di-tert-butylphosphino)cyclopenta-2,4-dien-1-yl)iron dichloride C(C)(C)(C)P(C=1C(C=CC1)[Fe](C1C(=CC=C1)P(C(C)(C)C)C(C)(C)C)(Cl)Cl)C(C)(C)C.[Pd+2]